CN1CCN(CC1)C=1C=C2C(NC(=NC2=CC1)C1=NN2C(C(=NC(=C2C)C)C)=C1)=O 6-(4-methylpiperazin-1-yl)-2-(4,6,7-trimethylpyrazolo[1,5-a]pyrazin-2-yl)quinazolin-4(3H)-one